NC1=C(C=CC(=C1)OC(F)(F)F)C(=O)N1CCC(CC1)C1=C2C(=NC=C1)NC(=N2)[C@@H]2OCCC2 [2-amino-4-(trifluoromethoxy)phenyl]-[4-[2-[(2R)-tetrahydrofuran-2-yl]-3H-imidazo[4,5-b]pyridin-7-yl]-1-piperidyl]methanone